FC1=CC=C(C=C1)NCC1=NN=C(O1)C1=CC=CC(=N1)OC 6-(5-{[(4-fluorophenyl)amino]methyl}-1,3,4-oxadiazol-2-yl)-2-methoxypyridine